FC=1C=CC2=C(NC(=NS2(=O)=O)NCC=2C=C3C=NN(C3=CC2)C)C1[C@@H](C)C1=C(C=CC=C1)F (S)-6-fluoro-5-(1-(2-fluorophenyl)ethyl)-3-(((1-methyl-1H-indazol-5-yl)methyl)amino)-4H-benzo[e][1,2,4]thiadiazine 1,1-dioxide